N1=CC=CC2=CC=C(C=C12)NC(=O)C1(CC1)NC(=O)CNC(OCC1=CC=CC=C1)=O benzyl N-[([1-[(quinolin-7-yl)carbamoyl]cyclopropyl]carbamoyl)methyl]carbamate